NC1=NC=2C=C(C=CC2C2=C1N=C(N2CC(C)O)CC(C)C)C(=O)OC methyl 4-amino-1-(2-hydroxypropyl)-2-isobutyl-1H-imidazo[4,5-c]quinoline-7-carboxylate